NC1=CC=C2C3(CN(CC2=C1)C(=O)OC(C)(C)C)CC3 tert-Butyl 7'-amino-1'H-spiro[cyclopropane-1,4'-isoquinoline]-2'(3'H)-carboxylate